C(#N)C1=C(C(=NC(=C1)CC1=C(C=C(C=C1C)C#N)C)C(CCC(=O)O)=O)O 4-[4-Cyano-6-(4-cyano-2,6-dimethyl-benzyl)-3-hydroxy-pyridin-2-yl]-4-oxo-butyric acid